3-(1-pyrenyl)propyl acrylate C(C=C)(=O)OCCCC1=CC=C2C=CC3=CC=CC4=CC=C1C2=C34